N-(3-((4-(Dimethylamino)phenyl)ethynyl)-1-methyl-1H-pyrrolo[2,3-b]pyridin-5-yl)acrylamide CN(C1=CC=C(C=C1)C#CC1=CN(C2=NC=C(C=C21)NC(C=C)=O)C)C